NC1=NC(=C(C=2N1C(N(N2)CCN2CC(CCC2)C)=O)C2=CC(=NC(=C2)C)C)C2=CC=CC=C2 5-amino-8-(2,6-dimethyl-4-pyridinyl)-2-[2-(3-methyl-1-piperidinyl)ethyl]-7-phenyl-[1,2,4]triazolo[4,3-c]pyrimidin-3-one